2-(10-phenyl-9-anthracenyl)benzo[b]naphtho[2,3-d]furan C1(=CC=CC=C1)C1=C2C=CC=CC2=C(C2=CC=CC=C12)C1=CC2=C(OC3=C2C=C2C=CC=CC2=C3)C=C1